C1(=CC=CC=C1)C(CCC)=O 1-phenyl-1-butanone